C(C1=CC=CC=C1)OC=1C(=C(C2=CC(=CC=C2C1)Br)F)N(C(C(F)(F)F)=O)CC(=O)OC methyl 2-(N-(3-(benzyloxy)-7-bromo-1-fluoronaphthalen-2-yl)-2,2,2-trifluoroacetamido)acetate